C(C1=CC=CC=C1)OC=1C=C2C(CC(=C(C2=CC1)C1=CC=C(C=C1)N1CCC(CC1)C(OC)OC)C1=CC=C(C=C1)C)(F)F 1-(4-(6-(benzyloxy)-4,4-difluoro-2-(p-tolyl)-3,4-dihydronaphthalen-1-yl)phenyl)-4-(dimethoxymethyl)piperidine